6-(3,4-Dichlorophenylamino)-9-(2-guanidinoethyl)-3,4-dihydro-1H-pyrido[3,4-b]indole-2(9H)-carboximidamide ClC=1C=C(C=CC1Cl)NC=1C=C2C3=C(N(C2=CC1)CCNC(=N)N)CN(CC3)C(N)=N